CN(C(OC(C)(C)C)=O)CC1=CC=C(C=C1)NC=1N=CC2=C(N1)CNCC2 tert-butyl N-methyl-N-{[4-({5H,6H,7H,8H-pyrido[3,4-d]pyrimidin-2-yl}amino)phenyl]methyl}carbamate